di(2-hydroxyethyl)isocyanuric acid OCCN1C(N(C(NC1=O)=O)CCO)=O